4-oxo-5-phenyl-thieno[2,3-d]pyridazine-7-carboxamide O=C1C2=C(C(=NN1C1=CC=CC=C1)C(=O)N)SC=C2